C(CC)C=1NC=CN1 2-Propyl-Imidazol